azetidin-1-formate N1(CCC1)C(=O)[O-]